3-(4-(4-(2-Oxa-6-azaspiro[3.3]heptan-6-yl)piperidin-1-yl)phenyl)-5-(2-fluoro-6-methylphenyl)-1H-pyrazolo[4,3-c]pyridazin-6(5H)-on C1OCC12CN(C2)C2CCN(CC2)C2=CC=C(C=C2)C2=NNC=1C2=NN(C(C1)=O)C1=C(C=CC=C1C)F